tert-butyl 4-[1-(2-cyclopropyl-5-methoxy-4-nitrophenyl)piperidin-4-yl]piperazine-1-carboxylate C1(CC1)C1=C(C=C(C(=C1)[N+](=O)[O-])OC)N1CCC(CC1)N1CCN(CC1)C(=O)OC(C)(C)C